ClC=1C=C(C=CC1F)C1=NC2=CC=C(C=C2C(=C1)C1=NC2=CC=C(C=C2C(=C1)C(=O)O)F)F 2'-(3-chloro-4-fluorophenyl)-6,6'-difluoro-2,4'-biquinoline-4-carboxylic acid